O1C(=NN=C1)CCN(CC(=O)OCC1=CC=CC=C1)C(=O)OCC1C2=CC=CC=C2C=2C=CC=CC12 benzyl N-(2-(1,3,4-oxadiazol-2-yl)ethyl)-N-(((9H-fluoren-9-yl)methoxy) carbonyl)glycinate